C(C)(C)(C)OC(=O)N1CC(CCC1)(C(C(C(C)C)C)=O)C(N)=O 3-carbamoyl-3-(2,3-dimethylbutyryl)piperidine-1-carboxylic acid tert-butyl ester